C1(=CC=CC=C1)CS(=O)(=O)OC1=C(OC(C1=O)C1=C(C(=C(C(=C1[2H])[2H])C(F)(F)F)[2H])[2H])N([2H])[2H] 2-(amino-d2)-4-oxo-5-(4-(trifluoromethyl)phenyl-2,3,5,6-d4)-4,5-dihydrofuran-3-yl phenylmethanesulfonate